di-tert-butyl-(2R,4R)-4-((6-chloro-3-fluoropyridin-2-yl) methyl)-2-methylpiperidine-1,4-dicarboxylate C(C)(C)(C)OC(=O)N1[C@@H](C[C@@](CC1)(C(=O)OC(C)(C)C)CC1=NC(=CC=C1F)Cl)C